FC=1C(=NC(NC1)=O)N 5-fluorocytosine